6-Cyano-3-methylpyrazine-2-carboxylic acid C(#N)C1=CN=C(C(=N1)C(=O)O)C